(S)-2,2'-(7-(1-carboxy-4-((2-mercaptoethyl)amino)-4-oxobutyl)-1,4,7-triazacyclononane-1,4-diyl)diacetic acid C(=O)(O)[C@H](CCC(=O)NCCS)N1CCN(CCN(CC1)CC(=O)O)CC(=O)O